(1R,3S,4R)-2-(3-chloro-4H-thieno[3,2-b]pyrrole-5-carbonyl)-N-((S)-1-cyano-2-((R)-2-oxopyrrolidin-3-yl)ethyl)-5,5-difluoro-2-azabicyclo[2.2.2]octane-3-carboxamide ClC1=CSC2=C1NC(=C2)C(=O)N2[C@H]1CC([C@@H]([C@H]2C(=O)N[C@@H](C[C@@H]2C(NCC2)=O)C#N)CC1)(F)F